((1r,3r)-3-((5-(1-(2,2-difluoroethyl)-2-methyl-1H-imidazo[4,5-b]pyrazin-6-yl)-7H-pyrrolo[2,3-d]pyrimidin-2-yl)amino)-1-methylcyclobutyl)(pyrrolidin-1-yl)methanone FC(CN1C(=NC=2C1=NC(=CN2)C2=CNC=1N=C(N=CC12)NC1CC(C1)(C)C(=O)N1CCCC1)C)F